(R)-3-(3-(1-amino-2,3-dihydro-1H-inden-5-yl)-5-(1H-pyrazol-1-yl)-3H-imidazo[4,5-b]pyridin-2-yl)pyridin-2-amine N[C@@H]1CCC2=CC(=CC=C12)N1C(=NC=2C1=NC(=CC2)N2N=CC=C2)C=2C(=NC=CC2)N